nitrophenyl-vinylsulfonamide tert-butyl-5-((4-(trifluoromethyl)phenyl)amino)-3,4-dihydroisoquinoline-2(1H)-carboxylate C(C)(C)(C)OC(=O)N1CC2=CC=CC(=C2CC1)NC1=CC=C(C=C1)C(F)(F)F.[N+](=O)([O-])N(S(=O)(=O)C=C)C1=CC=CC=C1